tri(methylphenyl)phosphonium CC1=C(C=CC=C1)[PH+](C1=C(C=CC=C1)C)C1=C(C=CC=C1)C